Cl.N1CC(C1)N(C1=CC(=C(C(=O)N(C)C)C=C1)Cl)C 4-(azetidin-3-yl(methyl)amino)-2-chloro-N,N-dimethylbenzamide hydrochloride